C(C)(C)(C)OC(=O)NC(COCC(=O)O)(C)C 2-[2-(tert-butoxycarbonylamino)-2-methyl-propoxy]acetic acid